[Co+2].N1(CCOCC1)C=1C=CC=NC1 5-(morpholin-4-yl)pyridine monocobalt (II)